C(CC)OC(=O)CC1C2C=CC(C1)C2=O 5-(n-propoxycarbonylmethyl)-7-oxo-bicyclo[2.2.1]Hept-2-ene